(5'S,7a'R)-5'-(3,5-difluorophenyl)-1-[3-(1,3,4-oxadiazol-2-yl)benzene-1-carbonyl]tetrahydro-3'H-spiro[piperidine-4,2'-pyrrolo[2,1-b][1,3]-oxazol]-3'-one FC=1C=C(C=C(C1)F)[C@@H]1CC[C@H]2OC3(C(N21)=O)CCN(CC3)C(=O)C3=CC(=CC=C3)C=3OC=NN3